C(#N)C=1NC2=CC=C(C(=C2C1)C)CN1CCC(CC1)C1=CN(C2=C1N=CN=C2)C2=C(C(=O)N(C)C)C=C(C=C2)F 2-(7-(1-((2-cyano-4-methyl-1H-indol-5-yl)methyl)piperidin-4-yl)-5H-pyrrolo[3,2-d]pyrimidin-5-yl)-5-fluoro-N,N-dimethylbenzamide